(2R,3R)-2,3-dihydroxy-4-oxo-4-((3-phenylpropyl)amino)butanoic acid O[C@@H](C(=O)O)[C@H](C(NCCCC1=CC=CC=C1)=O)O